5-cyano-2,3-difluoro-N-(pyridin-3-yl)benzamide C(#N)C=1C=C(C(=C(C(=O)NC=2C=NC=CC2)C1)F)F